iridium compound with phenylpyridine C1(=CC=CC=C1)C1=NC=CC=C1.[Ir]